C(C)S(=O)(=O)C=1C=C(C=CC1)CO (3-(ethylsulfonyl)phenyl)methanol